2-[2-(4-benzo[d]isoxazol-3-yl-piperidin-1-yl)-ethyl]-8-methyl-2H-pyrrolo[1,2-a]pyrazin-1-one O1N=C(C2=C1C=CC=C2)C2CCN(CC2)CCN2C(C=1N(C=C2)C=CC1C)=O